[8-(2,6-Diethyl-4-methylphenyl)-7-oxo-1,2,4,5-tetrahydro-7H-pyrazolo[1,2-d][1,4,5]oxadiazepin-9-yl]-2,2-dimethylpropanoat C(C)C1=C(C(=CC(=C1)C)CC)C=1C(N2N(CCOCC2)C1OC(C(C)(C)C)=O)=O